1-(4-bromobenzyl)-5-amino-1H-indole-3-carbonitrile BrC1=CC=C(CN2C=C(C3=CC(=CC=C23)N)C#N)C=C1